OC=1C=C(C=CC1)C=1C=C(C(NC1C(F)(F)F)=O)C(=O)N 5-(3-hydroxyphenyl)-2-oxo-6-(trifluoromethyl)-1,2-dihydropyridine-3-carboxamide